4-(NEOPENTYLOXYSULFONYL)PHENYLBORONIC ACID C(C(C)(C)C)OS(=O)(=O)C1=CC=C(C=C1)B(O)O